OP(O)OP(O)O.C(C)(C)(C)C1=C(C=C(C=C1)C(C)(C)C)C(O)(C(CO)(CO)CO)C1=C(C=CC(=C1)C(C)(C)C)C(C)(C)C bis(2,5-di-t-butylphenyl)pentaerythritol diphosphite